2-bromo-4-(propan-2-yl-2-d)pyridine tert-butyl-(R)-1-((tert-butoxycarbonyl)amino)-3,3-difluoro-8-azaspiro[4.5]decane-8-carboxylate C(C)(C)(C)OC(=O)N1CCC2(CC(C[C@H]2NC(=O)OC(C)(C)C)(F)F)CC1.BrC1=NC=CC(=C1)C(C)(C)[2H]